BrCC(CC(C(=O)OCC)(C)C)=O ethyl 5-bromo-2,2-dimethyl-4-oxopentanoate